N1C=NC2=C1C=CC(=C2)NC(CN)C2=C(C(=C(C=C2)C2=CSC(=C2)COC)F)F N1-(1H-benzoimidazol-5-yl)-1-{2,3-difluoro-4-[5-(methoxymethyl)thiophen-3-yl]phenyl}ethane-1,2-diamine